2-(4-(2-(5,8-dimethyltetrazolo[1,5-a]pyridin-6-yl)-3-isopropyl-1H-indol-5-yl)piperidin-1-yl)-N,N-dimethylacetamide CC1=C(C=C(C=2N1N=NN2)C)C=2NC1=CC=C(C=C1C2C(C)C)C2CCN(CC2)CC(=O)N(C)C